N4-(benzoxazolin-2-one-5-yl)-N2-[2-(4-methylpiperazin-1-yl)pyridin-5-yl]-5-methylpyrimidine-2,4-diamine O1C(NC2=C1C=CC(=C2)NC2=NC(=NC=C2C)NC=2C=CC(=NC2)N2CCN(CC2)C)=O